ClC=1N=C(NC1C(=O)[O-])C=O 4-chloro-2-formyl-1H-imidazole-5-carboxylate